[Li+].[Li+].CC1C(C(C(CC1)C)C(=O)[O-])C(=O)[O-] 3,6-dimethylcyclohexane-1,2-dicarboxylic acid dilithium salt